hexacosyl-4-piperidinol sulfate S(=O)(=O)(O)OC1CCN(CC1)CCCCCCCCCCCCCCCCCCCCCCCCCC